N-methyl-N-(2-guanidinyl)ethylammonium C[NH2+]CCN=C(N)N